C1(CCCC1)S(=O)(=O)C=1C=C(C=CC1)NC(C1=C(N=CC=C1)N1CCC2(CCC2)CC1)=O N-(3-(Cyclopentylsulfonyl)phenyl)-2-(7-azaspiro[3.5]nonan-7-yl)nicotinamide